C(C1=CC=CC=C1)N1C=C(C2=CC=C(C=C12)OCC1OC(OC1)(C)C)C(=O)C1=NC=C(C=C1)Br (1-benzyl-6-((2,2-dimethyl-1,3-dioxolan-4-yl)methoxy)-1H-indol-3-yl)(5-bromopyridin-2-yl)methanone